4-(dimethylamino)thiophene CN(C=1C=CSC1)C